FC(CN1N=NC(=C1)C(=O)NC)CCC=1SC(=NN1)NC(CC=1C=NC=C(C1)C1=CC(=CC=C1)OC(F)(F)F)=O 1-(2-fluoro-4-(5-(2-(5-(3-(trifluoromethoxy)phenyl)pyridin-3-yl)acetamido)-1,3,4-thiadiazol-2-yl)butyl)-N-methyl-1H-1,2,3-triazole-4-carboxamide